1-(4-(((S)-4-(2,3-dihydrobenzo[b][1,4]dioxin-6-yl)-2,3-dihydro-1H-inden-1-yl)amino)-2-methoxy-5-(trifluoromethyl)benzyl)pyrrolidine-3-carboxylic acid O1C2=C(OCC1)C=C(C=C2)C2=C1CC[C@@H](C1=CC=C2)NC2=CC(=C(CN1CC(CC1)C(=O)O)C=C2C(F)(F)F)OC